2-(5-bromo-3-ethylsulfanyl-2-pyridyl)-5-(2,2,3,3,3-pentafluoro-propoxy)-1H-pyrimidin-6-one BrC=1C=C(C(=NC1)C=1NC(C(=CN1)OCC(C(F)(F)F)(F)F)=O)SCC